FC1(CCN(CC1)C1=NC(=NC=C1)NC(=O)C1=C(C=C(C=C1)S(=O)(=O)C1CN(C1)C(=O)OC(C)(C)C)N1CCC2(CC2)CC1)F tert-butyl 3-((4-((4-(4,4-difluoropiperidin-1-yl)pyrimidin-2-yl)carbamoyl)-3-(6-azaspiro[2.5]octan-6-yl)phenyl)sulfonyl)azetidine-1-carboxylate